3-carbamoyl-2,2,5,5-tetramethyltetrahydropyrrole C(N)(=O)C1C(NC(C1)(C)C)(C)C